3-methyl-1-((2-(trimethylsilyl)ethoxy)methyl)-1H-pyrazolo[3,4-c]pyridin-4-amine CC1=NN(C=2C=NC=C(C21)N)COCC[Si](C)(C)C